N1N=CC(=C1)C1=CNC2=C(C=CC=C12)NC(C(CN)C1=CC(=CC=C1)O)=O N-(3-(1H-pyrazol-4-yl)-1H-indol-7-yl)-3-amino-2-(3-hydroxyphenyl)propanamide